C(C1=CC=CC=C1)OC[C@H](C(=O)OC)Br Methyl (R)-3-(benzyloxy)-2-bromopropanoate